N1=C2N(C=NC1)C=CN1C2=CC=C1C(=O)O 2H-pyrrolo[2',1':3,4]pyrazino[1,2-a][1,3,5]triazine-9-carboxylic acid